2-amino-6-bromo-4-methylnicotinonitrile NC1=C(C#N)C(=CC(=N1)Br)C